(S)-4-(2-azido-1-methoxyprop-2-yl)-6-chloro-1-methoxy-2,7-naphthyridine N(=[N+]=[N-])[C@@](COC)(C)C1=CN=C(C2=CN=C(C=C12)Cl)OC